FC1=CC=C(C(=O)NS(=O)(=O)C)C=C1 4-Fluoro-N-(methylsulfonyl)benzamide